3-nitro-2,5-dichlorobenzotrifluoride [N+](=O)([O-])C=1C(=C(C=C(C1)Cl)C(F)(F)F)Cl